BrC1=NC=C2N1C=CNC2=O 3-bromoimidazo[1,5-a]pyrazin-8(7H)-one